N-(4,4-difluoro-1-methylpiperidin-3-yl)-2-methyl-5-((4-methylthiazol-5-yl)methoxy)benzo-furan-3-carboxamide FC1(C(CN(CC1)C)NC(=O)C1=C(OC2=C1C=C(C=C2)OCC2=C(N=CS2)C)C)F